The molecule is a 1-phosphatidyl-1D-myo-inositol 3,4-bisphosphate(5-) in which the phosphatidyl acyl groups at positions 1 and 2 are both specified as hexadecanoyl (palmitoyl). It is a conjugate base of a 1,2-dihexadecanoyl-sn-glycero-3-phospho-(1D-myo-inositol-3,4-bisphosphate). CCCCCCCCCCCCCCCC(=O)OC[C@H](COP(=O)([O-])O[C@H]1[C@@H]([C@H]([C@@H]([C@H]([C@H]1O)OP(=O)([O-])[O-])OP(=O)([O-])[O-])O)O)OC(=O)CCCCCCCCCCCCCCC